CN1CC(C1)(C)C(O)(C=1C=NC=C(C1)C#CCOC)C1=CC=C(C=C1)C(C)C (1,3-dimethyl-azetidin-3-yl)-(4-isopropyl-phenyl)-[5-(3-methoxy-prop-1-ynyl)-pyridin-3-yl]-methanol